ClC1=NC=C(C(=O)NOCC)C(=C1)NC1=C(C=C(C=C1)F)N(S(=O)(=O)C1CC1)C 6-Chloro-N-ethoxy-4-((4-fluoro-2-(N-methylcyclopropanesulfonamido)phenyl)amino)nicotinamide